4-Bromo-2,6-dimethoxybenzoic acid methyl ester COC(C1=C(C=C(C=C1OC)Br)OC)=O